5-chloro-3-(methoxymethyl)-1,3-dimethyl-2-oxoindoline-6-carboxylic acid methyl ester COC(=O)C1=C(C=C2C(C(N(C2=C1)C)=O)(C)COC)Cl